CON1C(N2C3=C(C=CC=C3C13C(N(C1=CC=CC=C13)C)=O)C=C2C)=O methoxy-1,5'-dimethylspiro[indoline-3,1'-pyrrolo[3,2,1-ij]quinazoline]-2,3'(2'H)-dione